2-Methoxyethyl (5-(6,7-difluoro-4-oxo-3,4-dihydrophthalazin-1-yl)-1H-benzimidazol-2-yl)carbamat FC=1C=C2C(NN=C(C2=CC1F)C1=CC2=C(NC(=N2)NC(OCCOC)=O)C=C1)=O